C(C)N(C(=O)C1(CCC(CC1)C(F)(F)F)F)CC1=CC=C(C=C1)OC 1-Fluoro-4-trifluoromethyl-cyclohexanecarboxylic acid ethyl-(4-methoxy-benzyl)-amide